ClC=1C(=C(C=C2C=C(N=CC12)NC(=O)[C@H]1[C@@H](C1)C#N)C=1C=NC=CC1C)I |r| (±)-(trans)-N-[8-chloro-7-iodo-6-(4-methyl-3-pyridyl)-3-isoquinolyl]-2-cyano-cyclopropanecarboxamide